C(C=C)N(CCC1=CNC2=CC(=CC=C12)OC(CCCC(=O)O)=O)CC=C 5-((3-(2-(diallylamino)ethyl)-1H-indol-6-yl)oxy)-5-oxopentanoic acid